5,5,8,8-tetramethyl-5,6,7,8-tetrahydronaphtho[2,3-b]furan-3-amine CC1(C2=CC3=C(OC=C3N)C=C2C(CC1)(C)C)C